BrCC1=CC(=NC(=C1)C)C 4-(bromomethyl)-2,6-dimethylpyridine